C(C1=CC=CC=C1)OC=1C2=C(C=3N(C1C(=O)OC)N=CN3)N(N=C2)C2=CC=C(C=C2)Cl methyl 4-(benzyloxy)-1-(4-chlorophenyl)-1H-pyrazolo[3,4-c][1,2,4]triazolo[1,5-a]pyridine-5-carboxylate